C[C@H]1O[C@@H](CN(C1)C(=O)N1CC2=C(C=C(C=C2CC1)C1=CC=2C(N(CCC2)C)=N1)[C@H]1NCCOC1)C ((2R,6R)-2,6-Dimethylmorpholino)(6-(7-methyl-5H-pyrrolo[2,3-b]pyridin-2-yl)-8-((R)-morpholin-3-yl)-3,4-dihydroisoquinolin-2(1H)-yl)methanone